O=CC(CC1=CC=CC=C1)NC(OC(C)(C)C)=O tert-butyl (1-oxo-3-phenylpropan-2-yl)carbamate